C(C)N(CC)C=1C(=C(C(=C(C(=O)O)C1)CCCCCC)C(C1=CC=CC=C1)=O)O.C(C)N(CC)C1=C(C(=O)OCCCCCC)C=CC=C1 hexyl diethylaminobenzoate (Diethylamino Hydroxybenzoyl Hexyl Benzoate)